FC1=CC=C(CC=2C=3CC[C@H]4N(C3N=CC2)CCNC4)C=C1 (R)-4-(4-fluorobenzyl)-6,6a,7,8,9,10-hexahydro-5H-pyrazino[1,2-a][1,8]naphthyridine